C(CC=C)OC1=CC=C(C=C1)[N+](=O)[O-] 1-(but-3-en-1-yloxy)-4-nitrobenzene